COC(C1=C(C=CC=C1N1N=CC=N1)O)=O.FC1=NC=CC=C1OC1C[C@@H]2[C@@H](CN(C2)CC(=O)C2=CC=C(C=C2)O)C1 2-((3aR,5s,6aS)-5-((2-fluoropyridin-3-yl)oxy)hexahydrocyclopenta[c]pyrrol-2(1H)-yl)-1-(4-hydroxyphenyl)ethanone methyl-2-hydroxy-6-(2H-1,2,3-triazol-2-yl)benzoate